CC1=NN=C(O1)C1CCN(CC1)[C@H](C)C1=CC=C2C(=N1)OCC2 (+)-6-[(1R)-1-[4-(5-methyl-1,3,4-oxadiazol-2-yl)-1-piperidinyl]ethyl]-2,3-dihydrofuro[2,3-b]pyridine